triethyl(1-phenyl-vinyl)silane C(C)[Si](C(=C)C1=CC=CC=C1)(CC)CC